1,3-dimethyl-N-{2-[(2R)-pyrrolidin-2-yl]imidazo[1,2-a]pyrazin-6-yl}-1H-indazole-6-carboxamide CN1N=C(C2=CC=C(C=C12)C(=O)NC=1N=CC=2N(C1)C=C(N2)[C@@H]2NCCC2)C